(2Z,2'E)-2,2'-(7-((tert-butyldiphenylsilyl)oxy)heptane-2,3-diylidene)bis(N-ethylhydrazine-1-carbothioamide) [Si](C1=CC=CC=C1)(C1=CC=CC=C1)(C(C)(C)C)OCCCC\C(\C(\C)=N/NC(NCC)=S)=N/NC(NCC)=S